C(C1=CC=CC=C1)SCC1C(CNC1)O 4-[(benzylsulfanyl)methyl]pyrrolidin-3-ol